2-butyloctyl 12-decyl-3-ethyl-6-isopropyl-10-oxo-9,11-dioxa-3,6-diazaheneicosane-21-carboxylate C(CCCCCCCCC)C(OC(OCCN(CCN(CC)CC)C(C)C)=O)CCCCCCCCCC(=O)OCC(CCCCCC)CCCC